(difluoro(2-(((S)-3-(4-methoxyphenyl)-1-oxo-1-((S)-2-((R)-2-phenylmorpholine-4-carbonyl)pyrrolidin-1-yl)propan-2-yl)carbamoyl)benzo[b]thiophen-5-yl)methyl)phosphonic acid FC(C1=CC2=C(SC(=C2)C(N[C@H](C(N2[C@@H](CCC2)C(=O)N2C[C@H](OCC2)C2=CC=CC=C2)=O)CC2=CC=C(C=C2)OC)=O)C=C1)(F)P(O)(O)=O